N-(3-chloro-4-(6-(1-methylcyclopropoxy)-9-((4-methylpyridin-2-yl)methyl)-9H-purin-8-yl)phenethyl)-2-hydroxyacetamide ClC=1C=C(CCNC(CO)=O)C=CC1C=1N(C2=NC=NC(=C2N1)OC1(CC1)C)CC1=NC=CC(=C1)C